C(C)(C)(C)[S@@](=O)N[C@@H](CC(=O)OCC)C=1C=C(C=C(C1F)Cl)C1=C(C=CC=C1C)C ethyl (S)-3-(((R)-tert-butylsulfinyl)amino)-3-(5-chloro-4-fluoro-2',6'-dimethyl-[1,1'-biphenyl]-3-yl)propanoate